(2-(3-(cyclopropylmethoxy)-4-(difluoromethoxy)phenyl)oxazol-4-yl)methanol C1(CC1)COC=1C=C(C=CC1OC(F)F)C=1OC=C(N1)CO